4-((2S,4R)-4-(bicyclo[1.1.1]pentan-1-ylamino)-1-((5-methoxy-7-methyl-1H-indol-4-yl)methyl)piperidin-2-yl)benzoic acid C12(CC(C1)C2)N[C@H]2C[C@H](N(CC2)CC2=C1C=CNC1=C(C=C2OC)C)C2=CC=C(C(=O)O)C=C2